FCCC(=O)CC(=O)OCC ethyl fluoropropionylacetate